dimethyl methylenebis(6-methoxy-3,1-phenylene) dicarbonate C(OC)(OC1=CC(=CC=C1OC)CC=1C=C(C(=CC1)OC)OC(OC)=O)=O